(R)-4-amino-N-(5-(1-amino-2-ethoxyethyl)pyridin-3-yl)-1-(4-(methoxymethyl)-2,6-dimethylphenyl)-6-oxo-1,6-dihydropyrimidine-5-carboxamide NC=1N=CN(C(C1C(=O)NC=1C=NC=C(C1)[C@H](COCC)N)=O)C1=C(C=C(C=C1C)COC)C